1,3-dimethyl-5-(2-(tetrahydro-2H-pyran-4-yl)-1-(2-(2,2,2-trifluoroethoxy)ethyl)-1H-benzo[d]imidazol-6-yl)pyridin-2(1H)-one CN1C(C(=CC(=C1)C=1C=CC2=C(N(C(=N2)C2CCOCC2)CCOCC(F)(F)F)C1)C)=O